tert-Butyl 9'-(2-chloro-4-phenoxybenzoyl)-3'-oxo-1',3',4',7'-tetrahydrospiro[pyrrolidine-3,2'-pyrrolo[3',2':5,6]pyrido[3,4-b]pyrazine]-1-carboxylate ClC1=C(C(=O)C2=CNC3=C2C2=C(NC(C4(N2)CN(CC4)C(=O)OC(C)(C)C)=O)C=N3)C=CC(=C1)OC1=CC=CC=C1